N1-(3,4-difluorophenyl)-5-fluoro-2-methylbenzene-1,3-diamine FC=1C=C(C=CC1F)NC1=C(C(=CC(=C1)F)N)C